5-(4-chlorophenyl)-2-(4-((3-fluorobenzyl)oxy)phenyl)-4-methyl-1H-imidazole ClC1=CC=C(C=C1)C1=C(N=C(N1)C1=CC=C(C=C1)OCC1=CC(=CC=C1)F)C